N[C@@H]1C[C@H](N(C1)C(=O)C=1N=C2N(C=C(C=C2)Cl)C1)C=1SC=C(N1)C(=O)NCCC1=CC=C(C=C1)C(N)=N 2-((2S,4R)-4-Amino-1-(6-chloroimidazo[1,2-a]pyridin-2-carbonyl)pyrrolidin-2-yl)-N-(4-carbamimidoylphenethyl)thiazol-4-carboxamid